C(C)C1=C(N=C2C(=N1)C(=NC=C2C=2C=NN(C2)C2CCN(CC2)C(CC)CC)N)NC2CCOCC2 3-ethyl-8-(1-(1-(pentan-3-yl)piperidin-4-yl)-1H-pyrazol-4-yl)-N2-(tetrahydro-2H-pyran-4-yl)pyrido[3,4-b]pyrazine-2,5-diamine